1-(4-(2-((4,4-difluorocyclohexyl)amino)-6-(3-(hydroxymethyl)-1H-pyrazol-1-yl)pyrimidin-4-yl)piperazin-1-yl)ethan-1-one FC1(CCC(CC1)NC1=NC(=CC(=N1)N1CCN(CC1)C(C)=O)N1N=C(C=C1)CO)F